(R)-4-(3-(but-2-ynamido)piperidin-1-yl)-2-oxo-2,3-dihydro-1H-imidazo[4,5-c]pyridine C(C#CC)(=O)N[C@H]1CN(CCC1)C1=NC=CC2=C1NC(N2)=O